C1(=CC(=CC=C1)CC1N(CC2(CC2)C1NS(=O)(=O)CC)C(C(C)C)=O)C1=CC=CC=C1 N-(6-([1,1-biphenyl]-3-ylmethyl)-5-isobutyryl-5-azaspiro[2.4]heptan-7-yl)ethanesulfonamide